NC1=C(C=CC(=C1F)NCC1=CC=C(C=C1)OC(F)(F)F)NC(CCCCCC)=O N-(2-amino-3-fluoro-4-((4-(trifluoromethoxy)benzyl)amino)phenyl)heptanamide